(2-(4-cyanophenyl)butyrylamino)-3-methylthiophene-2,4-dicarboxylic acid 2-tert-butyl 4-methyl ester COC(=O)C=1C(=C(SC1NC(C(CC)C1=CC=C(C=C1)C#N)=O)C(=O)OC(C)(C)C)C